COC1=CC2=C(C=C1)C(=CC(=O)O2)CC(C(=O)O)N 2-Amino-3-(7-methoxy-4-coumaryl)propionic acid